5-bromo-2,4-dichlorophenol BrC=1C(=CC(=C(C1)O)Cl)Cl